CN1C2=NCCCN2CCC1 7-methyl-1,5,7-triazabicyclo[4.4.0]deca-5-ene